N[C@H](C(=O)O)CNC1CC1 (S)-2-amino-3-(cyclopropylamino)propanoic acid